2-bromo-4,5-lutidine BrC1=NC=C(C(=C1)C)C